NC1=CC=C(C(=N1)C1=C(C=C2C(=NC=NC2=C1)N1C(CN(CC1)C(C=C)=O)C)Cl)C(F)(F)F 1-(4-(7-(6-amino-3-(trifluoromethyl)pyridin-2-yl)-6-chloroquinazolin-4-yl)-3-methylpiperazin-1-yl)prop-2-en-1-one